4-hydroxybenzoic acid N-(4-hydroxy-3-methoxybenzyl)-amide OC1=C(C=C(CNC(C2=CC=C(C=C2)O)=O)C=C1)OC